NC=1C(=C(C(=O)OC2=C(C(=C(C(=C2F)F)F)F)F)C=CC1OC(C(F)F)(F)F)Cl (2,3,4,5,6-pentafluorophenyl) 3-amino-2-chloro-4-(1,1,2,2-tetrafluoroethoxy)benzoate